FC=1C(=NC=C(C1)B1OC(C(O1)(C)C)(C)C)OC1CN(C1)C(=O)OC(C)(C)C tert-butyl 3-((3-fluoro-5-(4,4,5,5-tetramethyl-1,3,2-dioxaborolan-2-yl)pyridin-2-yl)oxy)azetidine-1-carboxylate